tert-butyl (R)-3-(3-bromo-5-chlorophenyl)morpholine-4-carboxylate BrC=1C=C(C=C(C1)Cl)[C@H]1N(CCOC1)C(=O)OC(C)(C)C